ClC1=CC=C(CN2C(C3=CC=CC=C3C(C2C2=CNC3=CC(=CC=C23)F)C(=O)O)=O)C=C1 2-(4-Chloro-benzyl)-3-(6-fluoro-1H-indol-3-yl)-1-oxo-1,2,3,4-tetrahydro-isoquinoline-4-carboxylic acid